OC1=C(C(=O)NCCCCCCCC(=O)O)C=CC=C1.CN1CCNCC1 n-methylpiperazine 8-(2-hydroxybenzoamido)octanoic acid salt